3-(3-Methyl-2-oxo-5-(1-(1-(piperidin-4-yl)cyclopropyl)piperidin-4-yl)-2,3-dihydro-1H-benzo[d]imidazol-1-yl)piperidine-2,6-dione CN1C(N(C2=C1C=C(C=C2)C2CCN(CC2)C2(CC2)C2CCNCC2)C2C(NC(CC2)=O)=O)=O